C(#N)C(C(=O)N)=CC1=CC2=CC=CC=C2C=C1 2-CYANO-3-(NAPHTHALEN-2-YL)ACRYLAMID